Ethyl-propylene glycol monomethyl ether COC(C(C)O)CC